(3-(2-Benzylpiperidin-4-yl)-1H-pyrrolo[2,3-c]pyridin-1-yl)-5-fluoro-N-isopropyl-N-methylbenzamide C(C1=CC=CC=C1)C1NCCC(C1)C1=CN(C2=CN=CC=C21)C2=C(C(=O)N(C)C(C)C)C=C(C=C2)F